C(C)OC(COC1CC(C1)NC(=O)OC(C)(C)C)=O [3-(tert-Butoxycarbonylamino)cyclobutoxy]Acetic acid ethyl ester